N-(3,4-difluoro-5-(quinoxaline-6-carbonyl)phenyl)-3-(trifluoromethyl)benzamide FC=1C=C(C=C(C1F)C(=O)C=1C=C2N=CC=NC2=CC1)NC(C1=CC(=CC=C1)C(F)(F)F)=O